C(C)(C)(C)OC(NCC1=NC2=C(N1)C=C(C(=C2)C)C(N[C@H](C)C2=CC(=CC=C2)C=2SC(=CC2)C=O)=O)=O (R)-tert-Butyl((6-((1-(3-(5-formylthiophen-2-yl)phenyl)ethyl)carbamoyl)-5-methyl-1H-benzo[d]imidazole-2-yl)methyl)carbamate